S-(4-(4-(1-((4-Fluorophenyl)carbamoyl)cyclopropane-1-carboxamido)phenoxy)-7-methoxyquinolin-6-yl) ethanethioate C(C)(SC=1C=C2C(=CC=NC2=CC1OC)OC1=CC=C(C=C1)NC(=O)C1(CC1)C(NC1=CC=C(C=C1)F)=O)=O